FC=1C=C(C=CC1OC)C=1CCC(CN1)C 6-(3-fluoro-4-methoxy-phenyl)-3-methyl-2,3,4,5-tetrahydropyridine